CN(C1C2CN(C(C1)C2)C2=NC=C(C(=N2)NC=2C=C1C=NNC1=CC2)F)C N-(2-(5-(dimethylamino)-2-azabicyclo[2.2.1]hept-2-yl)-5-fluoropyrimidin-4-yl)-1H-indazol-5-amine